N,N'-diphenylpropylenediamine C1(=CC=CC=C1)NCC(C)NC1=CC=CC=C1